(R)-4-(7-(4-bromo-3-(trifluoromethyl)benzoyl)-2-(3-cyclopropyl-5-methyl-1H-pyrazol-1-yl)-6-methyl-4-oxo-5,6,7,8-tetrahydropyrido[3,4-d]pyrimidin-3(4H)-yl)-N-methylbenzamide BrC1=C(C=C(C(=O)N2CC=3N=C(N(C(C3C[C@H]2C)=O)C2=CC=C(C(=O)NC)C=C2)N2N=C(C=C2C)C2CC2)C=C1)C(F)(F)F